BrC1=C(\C=N\SC(C)(C)C)C(=CC=C1)OC(F)F (S,E)-N-(2-bromo-6-(difluoromethoxy)benzylidene)-2-methylpropane-2-sulfenamide